Cl.C1(=CC=CC=C1)C=1C(N(N=CC1)CCCCN1CCCCC1)=O 4-phenyl-2-(4-(piperidin-1-yl)butyl)pyridazin-3(2H)-one hydrochloride salt